C[C@H]1[C@@H]([C@H]([C@H]([C@@H](O1)OC[C@@H]2[C@H]([C@@H]([C@H]([C@@H](O2)O[C@@H]3[C@H]([C@@H]([C@H](O[C@H]3O[C@H]4CC[C@@]5([C@H]6CC[C@]7([C@H](CC[C@@]7(C6=CC[C@H]5C4(C)C)C)[C@@H]8C[C@H](O[C@H]8OC)C=C(C)C)C)C)CO)O)O)O)O)O)O)O)O The molecule is a triterpenoid saponin isolated from Sapindus mukorossi and has been shown to exhibit inhibitory activity against platelet aggregation. It has a role as a platelet aggregation inhibitor and a plant metabolite. It is a trisaccharide derivative, a member of oxolanes, a triterpenoid saponin and a tirucallane triterpenoid.